3-(difluoromethoxy)benzoate FC(OC=1C=C(C(=O)[O-])C=CC1)F